N-(2-(4,4-difluoro-1-hydroxycyclohexyl)-4-(2,5-difluorophenyl)pyridin-3-yl)-2-isopropylpyrimidine-5-carboxamide FC1(CCC(CC1)(O)C1=NC=CC(=C1NC(=O)C=1C=NC(=NC1)C(C)C)C1=C(C=CC(=C1)F)F)F